{1-[4-(6-cyclobutylmethoxy-pyridin-2-yl)-2,6-difluoro-phenyl]-pyrrolidin-3-yl}-acetic acid C1(CCC1)COC1=CC=CC(=N1)C1=CC(=C(C(=C1)F)N1CC(CC1)CC(=O)O)F